2-ethyl-8-fluoro-3-oxo-3,4-dihydroquinoxaline-6-carbaldehyde C(C)C1=NC2=C(C=C(C=C2NC1=O)C=O)F